ClC=1C=C(C2=NC3=CC=CC=C3N=C2C1)OC 3-Chloro-1-methoxyphenazine